6-tert-Butyl-5-(4-fluorophenyl)-4-methoxythieno[2,3-d]pyrimidine C(C)(C)(C)C1=C(C2=C(N=CN=C2OC)S1)C1=CC=C(C=C1)F